CC1(CNCC1)O 3-methyl-3-hydroxypyrrolidin